C1(CC1)CN1CC[C@]23CCN(CC[C@]2([C@H]1CC1=CC=C(C=C13)O)O)C(CN1N=CC(=C1)C(F)(F)F)=O 1-((5aS,6R,11bR)-14-(cyclopropylmethyl)-5a,10-dihydroxy-1,2,5,5a,6,7-hexahydro-6,11b-(epiminoethano)naphtho[1,2-d]azepin-3(4H)-yl)-2-(4-(trifluoromethyl)-1H-pyrazol-1-yl)ethan-1-one